C(C)OC(=O)C1=NN(C(=N1)C(Cl)(Cl)Cl)C1=C(C=C(C=C1)Cl)Cl 1-(2,4-dichlorophenyl)-5-trichloromethyl-(1H)-1,2,4-triazole-3-carboxylic acid ethyl ester